5-cyano-4-methylpyridin-3-ylboronic acid C(#N)C=1C(=C(C=NC1)B(O)O)C